2-azido-4-[(2,2-dimethyl-1,3-dioxolan-4-yl)methoxy]benzoic acid methyl ester COC(C1=C(C=C(C=C1)OCC1OC(OC1)(C)C)N=[N+]=[N-])=O